C(C1=CC=CC=C1)OC(=O)C=1SC2=C(C1)C=C(C=C2)[C@H](O)P(=O)(OCC)OCC |r| rac-5-[(diethoxyphosphoryl)(hydroxy)methyl]-1-benzothiophene-2-carboxylic acid benzyl ester